ClC1=CC(=C(COC2=CC=CC(=N2)C2CCN(CC2)CC2=NC=3C(=NC(=CC3OC)C(=O)O)N2C)C=C1)F 2-((4-(6-((4-Chloro-2-fluorobenzyl)oxy)pyridin-2-yl)piperidin-1-yl)methyl)-7-methoxy-3-methyl-3H-imidazo[4,5-b]pyridine-5-carboxylic acid